(1-methyl-1H-pyrazol-4-yl)boric acid CN1N=CC(=C1)OB(O)O